3-O-[2-O-(6-O-E-feruloyl)-beta-D-glucopyranosyl]-beta-D-galactopyranose C(\C=C\C1=CC(OC)=C(O)C=C1)(=O)O[C@H]1[C@@H](O[C@@H]([C@H]([C@@H]1O)O)CO)O[C@@H]1[C@H]([C@H](O)O[C@@H]([C@@H]1O)CO)O